N1CCC(=CC1)C=1C=C(C#N)C=CC1 3-(1,2,3,6-tetrahydropyridin-4-yl)benzonitrile